BrC=1C=C2C=C(N=CC2=C(C1)Cl)NC(=O)[C@H]1[C@H](C1)F |r| (±)-cis-N-(6-bromo-8-chloroisoquinolin-3-yl)-2-fluorocyclopropanecarboxamide